4,4-butylidenebis(6-tert-butyl-3-methylphenol) CCCC(C1=CC(=C(C=C1C)O)C(C)(C)C)C2=CC(=C(C=C2C)O)C(C)(C)C